[Si](C1=CC=CC=C1)(C1=CC=CC=C1)(C(C)(C)C)OC[C@@H]1C([C@@H]2[C@@H](OC(O2)(C)C)O1)(O)C#C (3aR,5R,6aR)-5-(((tert-butyldiphenylsilyl)-oxy)methyl)-6-ethynyl-2,2-dimethyltetrahydrofurano[2,3-d][1,3]dioxol-6-ol